C(C)(C)(C)OC(=O)N[C@H](C(=O)O)[C@@H]1CC[C@H](CC1)C (2S)-2-(tert-Butoxycarbonylamino)-2-(trans-4-methylcyclohexyl)acetic acid